2,2,2-trifluoroethyl 2-[(2R,5S)-2-(4-fluorophenyl)-5-methyl-1-piperidyl]-2-oxo-acetate FC1=CC=C(C=C1)[C@@H]1N(C[C@H](CC1)C)C(C(=O)OCC(F)(F)F)=O